2-[(3-chloro-4-fluorophenyl)-(1-cyclohexylethoxy)methyl]-4-methyl-5-methylsulfonyl-1H-imidazole ClC=1C=C(C=CC1F)C(C=1NC(=C(N1)C)S(=O)(=O)C)OC(C)C1CCCCC1